3-(cyclopropanecarbonyl)-9-(2,6-dimethyl-4-prop-1-ynyl-phenyl)-3-azaspiro[5.5]undecane-8,10-dione C1(CC1)C(=O)N1CCC2(CC1)CC(C(C(C2)=O)C2=C(C=C(C=C2C)C#CC)C)=O